FC(C1=C(C=CC(=C1)C(F)(F)F)C(C)N1N=C(C(=C1)NC(\C=C\C=1OC=CC1)=O)C)(F)F (E)-N-(1-(1-(2,4-bis(trifluoromethyl)phenyl)ethyl)-3-methyl-1H-pyrazol-4-yl)-3-(furan-2-yl)acrylamide